9-mesityl-10-acridinium C1(=C(C(=CC(=C1)C)C)C=1C2=CC=CC=C2[NH+]=C2C=CC=CC12)C